(S)-2-amino-3-(4-((27-oxo-2,5,8,11,14,17,20,23-octaoxa-26-azaoctacosan-28-yl)oxy)phenyl)propanoic acid N[C@H](C(=O)O)CC1=CC=C(C=C1)OCC(NCCOCCOCCOCCOCCOCCOCCOCCOC)=O